FC=1C=CC(=NC1)C=1C=C2C(=NC=NC2=C(C1)OC)NCC1=NC(=NO1)C 6-(5-Fluoropyridin-2-yl)-8-methoxy-N-((3-methyl-1,2,4-oxadiazol-5-yl)methyl)quinazolin-4-amine